7-(4-bromo-3-chloro-benzoyl)-3-oxo-N-[rac-(1S)-1-[2-fluoro-4-(trifluoromethoxy)phenyl]ethyl]-2-[4-(2,2,2-trifluoroethoxy)phenyl]-6,8-dihydro-5H-imidazo[1,5-a]pyrazine-1-carboxamide BrC1=C(C=C(C(=O)N2CC=3N(CC2)C(N(C3C(=O)N[C@@H](C)C3=C(C=C(C=C3)OC(F)(F)F)F)C3=CC=C(C=C3)OCC(F)(F)F)=O)C=C1)Cl |r|